[2-(3-benzylureido)thiazolo[4,5-b]pyridin-6-yl]-1-[2-(4-morpholinyl)ethyl]-3-(4-bromo-3-fluorophenyl)urea C(C1=CC=CC=C1)NC(NC=1SC=2C(=NC=C(C2)N(C(=O)NC2=CC(=C(C=C2)Br)F)CCN2CCOCC2)N1)=O